octyl 3-((3-(trimethoxysilyl)propyl)amino)propanoate CO[Si](CCCNCCC(=O)OCCCCCCCC)(OC)OC